BrC1=C(C=C(C(=C1)N)Br)N 2,5-dibromo-p-aminophenylamine